CC=1N(N=C2C(=NN=C(C21)C)N2CCC(CC2)C(=O)NCCCN(C)C)C2CCOCC2 1-(3,4-dimethyl-2-(tetrahydro-2H-pyran-4-yl)-2H-pyrazolo[3,4-d]pyridazin-7-yl)-N-(3-(dimethylamino)propyl)piperidine-4-carboxamide